C(C)(C)S(=O)(=O)OC1=CC=CC=2COC(OCC21)C=2N=C(SC2)C2CCN(CC2)C(CN2N=C(C=C2C)C(F)(F)F)=O 4-[4-(6-isopropylsulfonyloxy-1,5-dihydro-3H-2,4-benzodioxepin-3-yl)-2-thiazolyl]-1-[2-[5-methyl-3-(trifluoromethyl)-1H-pyrazol-1-yl]acetyl]piperidine